[Ru+2].F[P-](F)(F)(F)(F)F.F[P-](F)(F)(F)(F)F.NC1=NC2=C3N=CC=CC3=CC=C2C=C1 (aminophenanthroline) bis(hexafluorophosphate) ruthenium